(+/-)-4-(2-(2-chlorophenyl)azepan-1-yl)-6-isopropylpyrimidin-2-amine ClC1=C(C=CC=C1)[C@@H]1N(CCCCC1)C1=NC(=NC(=C1)C(C)C)N |r|